O[C@@H]1CN(CC[C@H]1NC1=NN2C(C=N1)=CC=C2C2=NC=C(C=C2)C)C(=O)C2COC2 ((3R,4R)-3-hydroxy-4-((7-(5-methylpyridin-2-yl)pyrrolo[2,1-f][1,2,4]triazin-2-yl)amino)piperidin-1-yl)(oxetan-3-yl)methanone